2-(bromomethyl)-6-(3-fluorophenyl)pyridine BrCC1=NC(=CC=C1)C1=CC(=CC=C1)F